1-heptyl-3-methylimidazole C(CCCCCC)N1CN(C=C1)C